COCC1=NN(C=C1C(=O)N)CC1=CC=C2CCN(C(C2=C1)(C)C)C (methoxymethyl)-1-[(1,1,2-trimethyl-3,4-dihydroisoquinolin-7-yl)methyl]pyrazole-4-carboxamide